O(S(=O)(=O)C(F)(F)F)C1=CC=CC2=CC=C(C(=C12)F)F 7,8-difluoronaphthalen-1-yl triflate